ethylcyclohexyl carbonate C(OC1(CCCCC1)CC)([O-])=O